C(CCCCCCCCCCC)N(CCC(=O)O)C.[Na] sodium laurylmethyl-β-alanine